1-butoxy-2-propyl benzoate C(C1=CC=CC=C1)(=O)OC(COCCCC)C